tert-butyl (1S,6S)-5-(5-ethyl-2-(2-methoxypyridin-4-yl)-7-oxo-4,7-dihydro-2H-[1,2,3]triazolo[4,5-b]pyridin-6-yl)-2,5-diazabicyclo[4.2.0]octane-2-carboxylate C(C)C1=C(C(C=2C(N1)=NN(N2)C2=CC(=NC=C2)OC)=O)N2CCN([C@H]1CC[C@H]21)C(=O)OC(C)(C)C